tert-butyl 3-(4-fluoro-4-(2-(trifluoromethyl)phenyl)piperidine-1-carbonyl)-1,4,6,7-tetrahydro-5H-pyrazolo[4,3-c]pyridine-5-carboxylate FC1(CCN(CC1)C(=O)C1=NNC2=C1CN(CC2)C(=O)OC(C)(C)C)C2=C(C=CC=C2)C(F)(F)F